COC1=NC=C(C2=C1N=C(S2)NC(=O)C=2C=NN(C2)C)C2CNCCC2 1-Methyl-1H-pyrazole-4-carboxylic acid (4-methoxy-7-piperidin-3-yl-thiazolo[4,5-c]pyridin-2-yl)-amide